COC=1C=C(C=CC1OC)C=1N=C2N(CC(CC2)C2CCN(CC2)C2CC3(CN(C3)CC(C)C)C2)C1 2-(3,4-Dimethoxyphenyl)-6-(1-(2-isobutyl-2-azaspiro[3.3]hept-6-yl)piperidin-4-yl)-5,6,7,8-tetrahydroimidazo[1,2-a]pyridine